BrC1=NC=C(C=C1)C#C[Si](C)(C)C 2-Bromo-5-((trimethylsilyl)ethynyl)pyridine